5-fluoro-N-(2-fluoro-6-methylphenyl)-4-[3-methyl-5-oxo-4-(prop-2-yl)-4,5-dihydro-1H-1,2,4-triazol-1-yl]-2-[(2S)-pent-2-yloxy]benzamide FC=1C(=CC(=C(C(=O)NC2=C(C=CC=C2C)F)C1)O[C@@H](C)CCC)N1N=C(N(C1=O)C(C)C)C